NC1=NN2C(N=C(C=C2)C=2C=C3CN(C(C3=C(C2)NS(=O)(=O)C)=O)[C@H](C(F)(F)F)C)=C1C(=O)N[C@@H](CO)C 2-amino-N-[(2R)-1-hydroxypropan-2-yl]-5-{7-methanesulfonamido-1-oxo-2-[(2S)-1,1,1-trifluoropropan-2-yl]-2,3-dihydro-1H-isoindol-5-yl}pyrazolo[1,5-a]pyrimidine-3-carboxamide